4-(4-(allylsulfonamido)phenyl)-1H-pyrrolo[2,3-b]pyridin C(C=C)S(=O)(=O)NC1=CC=C(C=C1)C1=C2C(=NC=C1)NC=C2